NC1=CN=CC(=N1)N[C@@H]1CN(CCC1)C(=O)OC(C)(C)C tert-Butyl (S)-3-((6-aminopyrazin-2-yl)amino)piperidine-1-carboxylate